bis(pyrrolyl)(methyl)aluminum N1C(=CC=C1)[Al](C)C=1NC=CC1